NCC=1C=C(C=CC1)N1N=C(C=C1C(=O)NC1=CC(=CC=C1)C(CCC1CC1)N1C(CCC1)=O)C(F)(F)F 1-(3-(aminomethyl)phenyl)-N-(3-(3-cyclopropyl-1-(2-oxopyrrolidin-1-yl)propyl)phenyl)-3-(trifluoromethyl)-1H-pyrazole-5-carboxamide